1-(tert-butyl)-4-(4-(1,4-dimethyl-2-(4-(methylsulfonyl)phenyl)-1H-pyrrolo[3,2-c]pyridin-6-yl)-3-fluorophenyl)piperidin-4-ol C(C)(C)(C)N1CCC(CC1)(O)C1=CC(=C(C=C1)C1=CC2=C(C(=N1)C)C=C(N2C)C2=CC=C(C=C2)S(=O)(=O)C)F